C(C)N1N=CC=C1C(=O)N[C@H](C=1N=C2N(N=C(C=C2)CC2(C(NCC(C2)(C)C)=O)C(=O)OC)C1)C1CCC(CC1)C methyl 3-((2-((S)-(1-ethyl-1H-pyrazole-5-carboxamido)((1r,4S)-4-methylcyclohexyl)methyl)imidazo[1,2-b]pyridazin-6-yl)methyl)-5,5-dimethyl-2-oxopiperidine-3-carboxylate